((8-cyclopentyl-7-ethyl-5-methyl-6-oxo-5,6,7,8-tetrahydropteridin-2-yl)amino)-3-methoxybenzamide C1(CCCC1)N1C(C(N(C=2C=NC(=NC12)NC1=C(C(=O)N)C=CC=C1OC)C)=O)CC